(1S,2S)-N-(6-(5-chloro-7-(ethyl-(methyl)amino)-6-fluoro-1H-indazol-4-yl)imidazo[1,2-b]pyridazin-2-yl)-2-fluorocyclopropane-1-carboxamide ClC=1C(=C2C=NNC2=C(C1F)N(C)CC)C=1C=CC=2N(N1)C=C(N2)NC(=O)[C@H]2[C@H](C2)F